FC(C(=O)O)(F)F.NC1(CCN(CC1)C[C@H](NC([C@H](NC([C@H](NC(CNC[C@H](C(C)C)C1=CC=CC=C1)=O)CC1=CC=CC=C1)=O)CC(C)C)=O)CCCCN)C(=O)O 4-amino-1-((2R,5R,8R,14R)-2-(4-aminobutyl)-8-benzyl-5-isobutyl-15-methyl-4,7,10-trioxo-14-phenyl-3,6,9,12-tetraazahexadeca-1-yl)piperidine-4-carboxylic acid trifluoroacetate